4-(2-{[(3S)-piperidin-3-yl]amino}-5-(trifluoromethyl)pyrimidin-4-yl)-1,2-dihydroquinolin-2-one N1C[C@H](CCC1)NC1=NC=C(C(=N1)C1=CC(NC2=CC=CC=C12)=O)C(F)(F)F